4-[2-(3-fluoro-N-(2-fluorophenyl)anilino)-2-oxo-ethyl]-1-(6-fluoroindoline-1-carbonyl)piperidine-4-carboxylic acid FC=1C=C(N(C2=C(C=CC=C2)F)C(CC2(CCN(CC2)C(=O)N2CCC3=CC=C(C=C23)F)C(=O)O)=O)C=CC1